ClC1=NC=C(C(=C1)C1=C(C=NC(=C1)C)C(=O)NC=1SC2=C(N1)CN(C2)C(=O)C2=NC(=CN=C2OC)C(F)F)OC 2'-Chloro-N-(5-(6-(difluoromethyl)-3-methoxypyrazine-2-carbonyl)-5,6-dihydro-4H-pyrrolo[3,4-d]thiazol-2-yl)-5'-methoxy-6-methyl-[4,4'-bipyridine]-3-carboxamide